8-acetyl-3,6-dimethyl-2-tetrahydropyran-3-yl-quinazolin-4-one C(C)(=O)C=1C=C(C=C2C(N(C(=NC12)C1COCCC1)C)=O)C